3-(3-chloro-4-fluorophenyl)-1-ethyl-1-(2,2,2-trifluoro-1-(1-methoxyisoquinolin-4-yl)ethyl)urea ClC=1C=C(C=CC1F)NC(N(C(C(F)(F)F)C1=CN=C(C2=CC=CC=C12)OC)CC)=O